CC1=NN2C(N=C(C(=C2C)O[C@H]2CNCC2)C)=C1 2,5,7-trimethyl-6-[(3R)-pyrrolidin-3-yl]oxy-pyrazolo[1,5-a]pyrimidine